C=CC1=CC=C(C=C1)S(=O)(=O)[O-].[NH4+] ammonium para-styrenesulfonate